cis-4-cyano-4-[3-(cyclopentyloxy)-4-methoxyphenyl]cyclohexanecarboxylic acid COC1=C(C=C(C=C1)C2(CCC(CC2)C(=O)O)C#N)OC3CCCC3